CC=1OC2=C(N1)C=CC=1CC=C(C12)CCNC(C)=O N-[2-(2-methyl-6H-indeno[5,4-d][1,3]oxazol-8-yl)ethyl]acetamide